methyl 1-[3-[6-(methoxycarbonylamino)-3-pyridyl]imidazo[1,2-a]pyridine-6-carbonyl]-3,4-dihydro-2H-quinoline-3-carboxylate COC(=O)NC1=CC=C(C=N1)C1=CN=C2N1C=C(C=C2)C(=O)N2CC(CC1=CC=CC=C21)C(=O)OC